(25Z,28Z)-15-((8Z,11Z)-heptadeca-8,11-dien-1-yl)-5-(4-hydroxybutyl)-13,13-dimethyl-12,14,16-trioxa-5-aza-13-silatetratriaconta-25,28-dien-1-ol C(CCCCCC\C=C/C\C=C/CCCCC)C(O[Si](OCCCCCCN(CCCCO)CCCCO)(C)C)OCCCCCCCC\C=C/C\C=C/CCCCC